(S)-1-(5-chloro-4-(5,5-dimethyl-5,6-dihydro-4H-pyrrolo[1,2-b]pyrazol-3-yl)pyridin-2-yl)-3-(1-(methylsulfonyl)piperidin-3-yl)urea ClC=1C(=CC(=NC1)NC(=O)N[C@@H]1CN(CCC1)S(=O)(=O)C)C1=C2N(N=C1)CC(C2)(C)C